(6S)-6,7-Difluoro-N-(2-(piperidin-1-yl)-4-((4-(trifluoromethyl)benzyl)amino)phenyl)heptanamid F[C@@H](CCCCC(=O)NC1=C(C=C(C=C1)NCC1=CC=C(C=C1)C(F)(F)F)N1CCCCC1)CF